6-acetyl-7-chloro-2-[(1S)-2-(6-fluoro-2,3-dimethylphenyl)-1-(5-oxo-4H-1,3,4-oxadiazol-2-yl)propyl]-3,4-dihydro-5,1lambda6,2-benzoxathiazepine-1,1-dione C(C)(=O)C1=C(C=CC2=C1OCCN(S2(=O)=O)[C@@H](C(C)C2=C(C(=CC=C2F)C)C)C=2OC(NN2)=O)Cl